N2,N2,N7,N7-tetrakis(4-methoxyphenyl)-9,9'-spirobi[fluorene]-2,2,7,7'-tetraamine COC1=CC=C(C=C1)NC1(CC=2C3(C4=CC(=CC=C4C2C=C1)N(C1=CC=C(C=C1)OC)C1=CC=C(C=C1)OC)C1=CC(=CC=C1C=1C=CC=CC13)N)NC1=CC=C(C=C1)OC